2-bromo-N1-(4-(1-cyclopropyl-5-fluoro-1H-indol-3-yl)pyrimidin-2-yl)-N4-(2-(dimethylamino)ethyl)-N4-methyl-5-nitrobenzene-1,4-diamine BrC1=C(C=C(C(=C1)N(C)CCN(C)C)[N+](=O)[O-])NC1=NC=CC(=N1)C1=CN(C2=CC=C(C=C12)F)C1CC1